calcium bis[monoethyl (3,5-di-tert-butyl-4-hydroxybenzyl) phosphonate] C(C)C(C1=CC(=C(C(=C1)C(C)(C)C)O)C(C)(C)C)P([O-])([O-])=O.C(C)C(C1=CC(=C(C(=C1)C(C)(C)C)O)C(C)(C)C)P([O-])([O-])=O.[Ca+2].[Ca+2]